FC=1C=CC(=C(C1)C(N1C(C2=CC(=CC=C2C1)C1=CC=C(C=C1)C1CCN(CC1)C)=O)C1=CN=C(N1)C)O 2-((5-fluoro-2-hydroxy-phenyl)-(2-methyl-1H-imidazol-5-yl)methyl)-6-[4-(1-methyl-4-piperidyl)phenyl]isoindolin-1-one